CC=1C(=C2C=NN(C2=CC1)C1OCCCC1)OC1=C(C(=NC=C1)C#N)C[N+](=O)[O-] 4-((5-methyl-1-(tetrahydro-2H-pyran-2-yl)-1H-indazol-4-yl)oxy)-3-nitromethylpyridinenitrile